3-(((2-(2,6-dioxopiperidin-3-yl)-1,3-dioxoisoindolin-4-yl)oxy)methyl)benzaldehyde O=C1NC(CCC1N1C(C2=CC=CC(=C2C1=O)OCC=1C=C(C=O)C=CC1)=O)=O